COC(=O)C12CC(C1)(C2)C(=O)O 3-(methoxycarbonyl)-bicyclo[1.1.1]pentane-1-carboxylic acid